C1(=CC=CC2=CC=CC=C12)N(C1=CC=C(C=C1)C1=CC=C(N(C2=CC=CC=C2)C2=CC=CC3=CC=CC=C23)C=C1)C1=CC=CC=C1 N,N'-di(1-naphthyl)-N,N'-diphenyl-benzidine